(5'R,8'S,10'R,13'S,14'S)-13'-methyl-1',2',6',7',8',12',13',14',15',16'-decahydro-4'H,17'H-spiro[[1,3]dioxolane-2,3'-[5,10]epoxycyclopenta[a]phenanthren]-17'-one C[C@@]12C(CC[C@H]1[C@@H]1CC[C@@]34CC5(CC[C@]3(C1=CC2)O4)OCCO5)=O